3,6-dibromo-9H-fluorene-9-one BrC=1C=CC=2C(C3=CC=C(C=C3C2C1)Br)=O